5-Fluoro-3-(3-{6-[(3R)-3-fluoropyrrolidin-1-carbonyl]pyridin-3-yl}-1,2-oxazol-5-yl)-6-(2-methoxyethoxy)-1H-indazol FC=1C=C2C(=NNC2=CC1OCCOC)C1=CC(=NO1)C=1C=NC(=CC1)C(=O)N1C[C@@H](CC1)F